C(C)(=O)OC1CC2=CC=C3[C@@H]4CC[C@H](C(C)=O)[C@]4(CC[C@@H]3[C@]2(CC1)C)C 3-acetoxy-pregna-5,7-diene-20-one